ClC1=CC=C(C=C1)C=1C=NC=C(C(=O)N/N=C/C2=CC(=CC(=C2)OC)OC)C1 (E)-5-(4-chlorophenyl)-N'-(3,5-dimethoxybenzylidene)nicotinohydrazide